(R)-2-(4-fluorophenyl)-1-(4-(6-(1-methyl-1H-pyrazol-4-yl)pyrazolo[1,5-a]pyridin-3-yl)piperazin-1-yl)propan-1-one FC1=CC=C(C=C1)[C@H](C(=O)N1CCN(CC1)C=1C=NN2C1C=CC(=C2)C=2C=NN(C2)C)C